3-(3-hydroxy-4-methoxyphenyl)-3,4-dihydro-2H-1-benzothiopyran OC=1C=C(C=CC1OC)C1CSC2=C(C1)C=CC=C2